IC1=CC=C(C=C1)C1C(C2CCC(C1)N2CCCOS(=O)(=O)C)C(=O)OC methyl 3-(4-iodophenyl)-8-(3-((methylsulfonyl) oxy) propyl)-8-azabicyclo[3.2.1]octane-2-carboxylate